7-((1-(2-chlorophenyl)ethyl)amino)-1-methyl-N-((R,E)-4-(methylsulfonyl)but-3-en-2-yl)-1H-indazole-4-carboxamide ClC1=C(C=CC=C1)C(C)NC1=CC=C(C=2C=NN(C12)C)C(=O)N[C@H](C)\C=C\S(=O)(=O)C